COC(C1CCC(CC1)C=1SC2=C(N1)C=C(C(=C2)C(=O)NC=2C(N(C=CC2)C)=O)OC(C)C)OC 2-(4-(dimethoxymethyl)cyclohexyl)-5-isopropoxy-N-(1-methyl-2-oxo-1,2-dihydropyridin-3-yl)benzo[d]thiazole-6-carboxamide